6-(methacryloyloxy)hexyltrimethylammonium bromide [Br-].C(C(=C)C)(=O)OCCCCCC[N+](C)(C)C